CC=1N=C(SC1Cl)Cl 4-methyl-2,5-dichlorothiazole